C(C)(C)(C)OO Tert-butyl-hydrogenperoxide